COC1=NC(=NC=C1)N 4-methoxy-pyrimidin-2-amine